[Si](C)(C)(C(C)(C)C)O[C@H]1C(O)O[C@@H]([C@H]([C@@H]1O[Si](C)(C)C(C)(C)C)O[Si](C)(C)C(C)(C)C)CO[Si](C)(C)C(C)(C)C 2,3,4,6-tetra-O-tert-butyldimethylsilyl-D-glucopyranose